C(C=C)C1(CCN(CC1)C1=C(C(=O)NC2=NC(=NC=C2)NCCC=C)C=CC(=C1)I)C 2-(4-allyl-4-methylpiperidin-1-yl)-N-(2-(but-3-en-1-ylamino)pyrimidin-4-yl)-4-iodobenzamide